N,N'-DI-ACETYL-CYSTINE C(C)(=O)N[C@@H](CSSC[C@@H](C(=O)O)NC(C)=O)C(=O)O